2-[1-(4-methoxy-3-nitrophenyl)ethyl]-1,3,4-thiadiazole COC1=C(C=C(C=C1)C(C)C=1SC=NN1)[N+](=O)[O-]